2-methylhydroquinone CC1=C(O)C=CC(=C1)O